2-[4-[4-[(2,6-dioxo-3-piperidyl)amino]-3-phenoxy-phenyl]-1-piperidyl]acetic acid O=C1NC(CCC1NC1=C(C=C(C=C1)C1CCN(CC1)CC(=O)O)OC1=CC=CC=C1)=O